3-Boc-6-oxa-3-azabicyclo[3.1.0]Hexane C(=O)(OC(C)(C)C)N1CC2OC2C1